BrC1=C(C=C(C=C1)CN1CCN(CC1)C)F 1-[(4-Bromo-3-fluoro-phenyl)methyl]-4-methyl-piperazine